1-[2-(3-amino-1-piperidinyl)-4-(4-fluorophenyl)cyclopentyl]triazole-4-carbonitrile NC1CN(CCC1)C1C(CC(C1)C1=CC=C(C=C1)F)N1N=NC(=C1)C#N